(1R,2S,5R)-2-chloromethyl-5-(4-fluorobenzyl)-2-methyl-1-(1H-1,2,4-triazol-1-ylmethyl)cyclopentanol ClC[C@@]1([C@@]([C@H](CC1)CC1=CC=C(C=C1)F)(O)CN1N=CN=C1)C